BrC1=CN=C2C(=N1)N(N=N2)CC=2C=C1C=CC=NC1=CC2 6-(6-bromo-[1,2,3]triazolo[4,5-b]pyrazin-1-ylmethyl)quinoline